1-(5-chloro-2-((6-methoxy-2-methyl-1,2,3,4-tetrahydroisoquinolin-7-yl)amino)pyrimidin-4-yl)pyrimidin ClC=1C(=NC(=NC1)NC1=C(C=C2CCN(CC2=C1)C)OC)N1CN=CC=C1